C(C)(C)(C)C=1C=C(NN1)NC(=O)NC1=CC=C(C=C1)N1C=NC2=C1C=CC(=C2)OCCCN(C)C 1-(5-tert-butyl-2H-pyrazol-3-yl)-3-{4-[5-(3-dimethylamino-propoxyl)-benzimidazol-1-yl]-phenyl}-urea